4-(4-bromophenyl)-2-(tetrahydro-2H-pyran-3-yl)-1H-imidazole-5-carboxylic acid ethyl ester C(C)OC(=O)C1=C(N=C(N1)C1COCCC1)C1=CC=C(C=C1)Br